NCCC(C)O[Si](OCC)(OCC)CCCN aminoethyl-gamma-aminopropyl-triethoxysilane